FC1CCN(CC1)C1CN(C1)C=1C=CC(=C(C(=O)OC)C1)C methyl 5-(3-(4-fluoropiperidin-1-yl) azetidin-1-yl)-2-methylbenzoate